4-[3-[2-(2-Cyanoethyl)-4-hydroxy-5-methyl-pyrazol-3-yl]-1H-1,2,4-triazol-5-yl]-1-methyl-pyrazolo[4,3-c]pyridine-6-carboxamide C(#N)CCN1N=C(C(=C1C1=NNC(=N1)C1=NC(=CC2=C1C=NN2C)C(=O)N)O)C